(2R,3S,5R)-5-(2-chloro-6-((R)-5-oxotetrahydrofuran-2-carboxamido)-9H-purin-9-yl)-2-ethynyl-2-(hydroxymethyl)tetrahydrofuran-3-yl bicyclo[2.2.2]octane-1-carboxylate C12(CCC(CC1)CC2)C(=O)O[C@@H]2[C@](O[C@H](C2)N2C1=NC(=NC(=C1N=C2)NC(=O)[C@@H]2OC(CC2)=O)Cl)(CO)C#C